4-hydroxy-6-(phenylamino)-1-naphthalenesulfonic acid OC1=CC=C(C2=CC=C(C=C12)NC1=CC=CC=C1)S(=O)(=O)O